CC1=NN=C2N1C1=CC(=CC=C1C(=N2)NC2=CC=CC=C2)C2=CSC=C2 methyl-N-phenyl-8-(thiophen-3-yl)-[1,2,4]triazolo[4,3-a]quinazolin-5-amine